C(#C)C1=CC=CC=2C(N([C@H]3C=4N([C@@H](C21)C3)C3=C(N4)C=CC(=C3)C=3C=NC(=NC3)C3NCCC3)C([2H])([2H])[2H])=O (7R,14R)-1-ethynyl-6-(methyl-d3)-11-(2-(pyrrolidin-2-yl)pyrimidin-5-yl)-6,7-dihydro-7,14-methanobenzo[f]benzo[4,5]imidazo[1,2-a][1,4]diazocin-5(14H)-one